O1C(NC2=C1C=CC(=C2)C2(NC(=NC=C2C)NC=2C=C1CN(CC1=CC2)O)N)=O 4-(benzo[d]oxazol-2(3H)-on-5-yl)-N2-(2-hydroxyisoindolin-5-yl)-5-methylpyrimidine-2,4-diamine